C1(=CC=CC=C1)C12CC(C1)C2 3-phenylbicyclo[1.1.1]pentane